(2S,4R)-1-(2-(6-amino-8-bromo-9H-purin-9-yl)acetyl)-N-(3-chloro-2-fluorophenylmethyl)-4-fluoropyrrolidine-2-carboxamide NC1=C2N=C(N(C2=NC=N1)CC(=O)N1[C@@H](C[C@H](C1)F)C(=O)NCC1=C(C(=CC=C1)Cl)F)Br